C(C)N1C(CCC1)=O ethyl-2-pyrrolidinone